CC1=C(C2=C(N=CN=C2NC2(CC2)C)O1)C(=O)N1C[C@H]2C([C@H]2C1)C1=NC=CC=C1 6-methyl-N-(1-methylcyclopropyl)-5-[(1r,5s,6s)-6-(pyridin-2-yl)-3-azabicyclo[3.1.0]hexane-3-carbonyl]furo[2,3-d]pyrimidin-4-amine